COC1=CC(=CC(=C1)C(C)(C)CC)OC 1,3-Dimethoxy-5-(tert-pentyl)benzene